FC(C(=O)O)(F)F.N1[C@H](CC1)CN(C)C (R)-1-(azetidin-2-yl)-N,N-dimethylmethylamine trifluoroacetate salt